(R)-2-(5-(8-phenyl-7,8-dihydro-6H-pyrrolo[2',1':2,3]imidazo[4,5-b]pyridin-2-yl)pyrimidin-2-yl)propan-2-amine C1(=CC=CC=C1)[C@H]1CCC2=NC=3C(=NC(=CC3)C=3C=NC(=NC3)C(C)(C)N)N21